tert-Butyl 4-(6-((2-amino-2-oxo-1-phenylethyl)thio)-3,5-dicyano-4-ethylpyridin-2-yl)-6-fluoro-1,4-diazepane-1-carboxylate NC(C(C1=CC=CC=C1)SC1=C(C(=C(C(=N1)N1CCN(CC(C1)F)C(=O)OC(C)(C)C)C#N)CC)C#N)=O